CC1=C(C=CC=C1)NNC(C(=O)[O-])C(CC(=O)[O-])=O 2-(2-(2-methylphenyl) hydrazino)-3-oxoglutarate